ClC=1C=C(C=CC1[N+](=O)[O-])N1CCN(CC1)C(=O)OC(C)(C)C tert-butyl 4-(3-chloro-4-nitrophenyl)piperazine-1-carboxylate